3-(2-(4-chloro-2-(3-(2-hydroxypropan-2-yl)thieno[3,2-b]pyridin-7-yl)phenoxy)ethyl)-2-methyl-4-oxo-7-(trifluoromethyl)-3,4-dihydroquinazoline-5-carbonitrile ClC1=CC(=C(OCCN2C(=NC=3C=C(C=C(C3C2=O)C#N)C(F)(F)F)C)C=C1)C1=C2C(=NC=C1)C(=CS2)C(C)(C)O